C(C)(=O)C1=CC=C(C=C1)NC(=O)N1CC(C1)NC1=NC(=NC=C1Cl)NC=1C=C2C=NC(C2=CC1)=O N-(4-acetylphenyl)-3-({5-chloro-2-[(1-oxoisoindol-5-yl)amino]pyrimidin-4-yl}amino)azetidine-1-carboxamide